C(C)(C)(C)[Si](OCC=1C=C(C=CC1C)[C@H](CC(=O)OCC1=CC=CC=C1)C1=C(C2=C(N(N=N2)CC)C=C1)Cl)(C)C (S)-benzyl 3-(3-(((tertbutyldimethylsilyl)oxy)methyl)-4-methylphenyl)-3-(4-chloro-1-ethyl-1H-benzo[d][1,2,3]triazol-5-yl)propanoate